2-[1-(3-chloro-2-piperazin-1-yl-6-quinolinyl)imidazol-4-yl]ethanamine dihydrochloride Cl.Cl.ClC=1C(=NC2=CC=C(C=C2C1)N1C=NC(=C1)CCN)N1CCNCC1